C1(CCC1)C1=C(C=CC=C1F)C1=CC(=CC=C1O[C@H]1C[C@@H](CC1)NC(=O)[C@H]1N(CC(C1)(C)C)C)C=1C(=NN(C1)C)C(=O)O 4-(2'-cyclobutyl-3'-fluoro-6-(((1R,3R)-3-((S)-1,4,4-trimethylpyrrolidine-2-carboxamido)cyclopentyl)oxy)-[1,1'-biphenyl]-3-yl)-1-methyl-1H-pyrazole-3-carboxylic acid